tert-butyl 6-(chloromethyl)-1,3-dihydro-2H-pyrrolo[3,4-c]pyridine-2-carboxylate ClCC1=CC2=C(C=N1)CN(C2)C(=O)OC(C)(C)C